trans-4-[[3-fluoro-4-(2-hydroxyethyl)phenyl]methyl]cyclohexanecarboxylic acid FC=1C=C(C=CC1CCO)C[C@@H]1CC[C@H](CC1)C(=O)O